1-((1-(5-amino-3-(difluoromethyl)-2-fluorophenyl)ethyl)amino)-6-chloro-3H-pyrrolo[3,4-c]pyridin-3-one NC=1C=C(C(=C(C1)C(C)NC1=NC(C=2C=NC(=CC21)Cl)=O)F)C(F)F